ClC=1C=CC(=C(C1)C1=CC(=CN1)S(=O)(=O)NC1=C(C=C(C=C1)C#N)F)OC 5-(5-chloro-2-methoxyphenyl)-N-(4-cyano-2-fluorophenyl)-1H-pyrrole-3-sulfonamide